C(C=C)OCC(C(=O)OC(C)(C)CC(C)(C)C)=C t-octyl α-allyloxymethylacrylate